O=C(CC#N)C1=NC=CC=N1 3-Oxo-3-(pyrimidin-2-yl)propanenitrile